3-(1-(4-bromophenyl)-2-nitroethyl)-1H-indole BrC1=CC=C(C=C1)C(C[N+](=O)[O-])C1=CNC2=CC=CC=C12